C(#N)C=1C=C(C=CC1F)NC(=O)C1=C(N=CN1C)C1CC2CC(CC2C1)(C1=CC(=NN1)C(F)(F)F)O N-(3-Cyano-4-fluorophenyl)-4-(5-hydroxy-5-(3-(trifluoromethyl)-1H-pyrazol-5-yl)octahydropentalen-2-yl)-1-methyl-1H-imidazole-5-carboxamide